rac-(1R,5S)-5-((Benzyloxy)methyl)-2,2-difluoro-1-methylcyclopentan-1-ol C(C1=CC=CC=C1)OC[C@@H]1CCC([C@@]1(O)C)(F)F |r|